C(C1=CC=CC=C1)N(CC(C(OCCOCCNC(OC(C)(C)C)=O)C)F)CC1=CC=CC=C1 tert-butyl N-[2-[2-[3-(dibenzylamino)-2-fluoro-1-methyl-propoxy]ethoxy] ethyl]carbamate